CCCCC[C@@H](/C=C/[C@H]1[C@@H](C[C@@H]([C@@H]1C/C=C\\CCCC(=O)[O-])O)O)O The molecule is a prostaglandin carboxylic acid anion that is the conjugate base of prostaglandin F2alpha, obtained by deprotonation of the carboxy group; major species at pH 7.3. It has a role as a human metabolite. It derives from a prostaglandin F2alpha-CoA(4-). It is a conjugate base of a prostaglandin F2alpha.